5-bromo-2-(3-(4-fluoropiperidin-1-yl)propoxy)-3-nitropyridine BrC=1C=C(C(=NC1)OCCCN1CCC(CC1)F)[N+](=O)[O-]